BrC1=NNC2=C1C=NC(=C2)C(=O)N2CCC(CC2)O (3-bromo-1H-pyrazolo[4,3-c]pyridin-6-yl)-(4-hydroxy-1-piperidinyl)methanone